N1C[C@@H](CC1)C(=O)OCC1=CC=CC=C1 Benzyl (R)-pyrrolidine-3-carboxylate